C(=C)C1=CC=C(C=C1)C1=CC=C(C=C1)C(C)=O 1-(4'-vinyl-[1,1'-biphenyl]-4-yl)ethane-1-one